heptanediol succinate C(CCC(=O)O)(=O)O.C(CCCCCC)(O)O